NC=1C2=C(N=CN1)N(C=C2C(=O)N)[C@@H]2O[C@@H]([C@H]([C@]2(O)C#C)OCC2=C(C=C(C=C2)Cl)Cl)COCC2=C(C=C(C=C2)Cl)Cl 4-Amino-7-[(2R,3R,4R,5R)-4-(2,4-dichloro-benzyloxy)-5-(2,4-dichloro-benzyloxymethyl)-3-ethynyl-3-hydroxy-tetrahydro-furan-2-yl]-7H-pyrrolo[2,3-d]-pyrimidine-5-carboxylic acid amide